C1=CC(=NC=2C=CC=3C=CC=CC3C21)O 3-pyrido-naphthol